C(C)NC(CN(CCC=O)C)=O N-ETHYL-2-[METHYL(3-OXOPROPYL)AMINO]ACETAMIDE